4-({[1-(2-methylfuran-3-carbonyl)-3-[1-(pyrrolidine-1-sulfonyl)-2-(trifluoromethyl)pyrrolidin-3-yl]-1H-pyrazol-5-yl]amino}methyl)benzene-1-carboximidamide CC=1OC=CC1C(=O)N1N=C(C=C1NCC1=CC=C(C=C1)C(N)=N)C1C(N(CC1)S(=O)(=O)N1CCCC1)C(F)(F)F